3,5-dibromoxanthen-9-one BrC=1C=CC=2C(C3=CC=CC(=C3OC2C1)Br)=O